FC1=CC(=C(C=C1C=1C=NC(=NC1)N1CCOCC1)NC(=O)C1=CC=CC=2OCOC21)N2C[C@H](N([C@H](C2)C)C)C |r| N-[4-fluoro-5-(2-morpholin-4-ylpyrimidin-5-yl)-2-[rac-(3R,5S)-3,4,5-trimethylpiperazin-1-yl]phenyl]-1,3-benzodioxole-4-carboxamide